5-([1,2,4]triazolo[1,5-a]pyridin-7-yl)-N-((4s,7s)-1-oxaspiro[3.5]nonan-7-yl)-7H-pyrrolo[2,3-d]pyrimidin-2-amine N=1C=NN2C1C=C(C=C2)C2=CNC=1N=C(N=CC12)NC1CCC2(CCO2)CC1